1,3-di-trimethylsilanyl-1,3,5-triazacyclohexane C[Si](N1CN(CNC1)[Si](C)(C)C)(C)C